3-(4-methoxyphenyl)-2-methyl-7,8-diphenylpyrazolo[1,5-a][1,3,5]triazin-4(3H)-one COC1=CC=C(C=C1)N1C(=NC=2N(C1=O)N=C(C2C2=CC=CC=C2)C2=CC=CC=C2)C